(S)-methyl 2-((4-(6-bromopyridin-2-yl)piperazin-1-yl)methyl)-1-(oxetan-2-ylmethyl)-1H-benzo[d]imidazole-6-carboxylate BrC1=CC=CC(=N1)N1CCN(CC1)CC1=NC2=C(N1C[C@H]1OCC1)C=C(C=C2)C(=O)OC